C(#N)[C@H](CC1=CC=C(C=C1)C=1C=C(C2=C(N(C(O2)=O)CC)C1)C)NC(=O)[C@H]1OCCCNC1 (2S)-N-{(1S)-1-Cyano-2-[4-(3-ethyl-7-methyl-2-oxo-2,3-dihydro-1,3-benzoxazol-5-yl)phenyl]ethyl}-1,4-oxazepane-2-carboxamide